C(C)(=O)[O-].P.P.[Pd+2].C(C)(=O)[O-] palladium bisphosphine acetate